6-methoxy-7-(5-(1-methylpiperidin-4-yl)-1H-benzo[d]imidazol-2-yl)-2-(4-methylpyridin-3-yl)-1H-pyrrolo[3,2-c]pyridine-3-carbonitrile COC1=C(C2=C(C=N1)C(=C(N2)C=2C=NC=CC2C)C#N)C2=NC1=C(N2)C=CC(=C1)C1CCN(CC1)C